FC(C=1C=C(N)C=CC1CN1CCN(CC1)CC)F 3-(DIFLUOROMETHYL)-4-((4-ETHYLPIPERAZIN-1-YL)METHYL)ANILINE